C(#N)N1C[C@H](CC1)C(=O)NC=1N=CN(C1)C1=C(C=CC=C1)C(NC)=O (S)-1-cyano-N-(1-(2-(methylcarbamoyl)phenyl)-1H-imidazol-4-yl)pyrrolidine-3-carboxamide